1-(2-(2-benzylthiazol-5-yl)-2-oxoethyl)-5-vinylpyridin-2(1H)-one C(C1=CC=CC=C1)C=1SC(=CN1)C(CN1C(C=CC(=C1)C=C)=O)=O